n-propyl-telluroxane C(CC)C1O[Te]CCC1